FC=1C=C(C=CC1[N+](=O)[O-])C1(CCN(CC1)C(=O)OC(C)(C)C)C(=O)OC 1-tert-butyl 4-methyl 4-(3-fluoro-4-nitro-phenyl)piperidine-1,4-dicarboxylate